OCC1CCC(CC1)CC=COC=CCC1CCC(CC1)CO 4-(hydroxymethyl)cyclohexylmethyl-vinylether